N-[2-(benzenesulfonyloxy)phenyl]-N'-[3-(o-toluenesulfonyloxy)phenyl]urea C1(=CC=CC=C1)S(=O)(=O)OC1=C(C=CC=C1)NC(=O)NC1=CC(=CC=C1)OS(=O)(=O)C=1C(C)=CC=CC1